N-(2,2'-dichloro-3'-(5-((4-(2-cyanoacetyl)piperazin-1-yl)methyl)-6-methoxypyridin-2-yl)-[1,1'-biphenyl]-3-yl)-1,5-dimethyl-4,5,6,7-tetrahydro-1H-imidazo[4,5-c]pyridine-2-carboxamide ClC1=C(C=CC=C1NC(=O)C=1N(C2=C(CN(CC2)C)N1)C)C1=C(C(=CC=C1)C1=NC(=C(C=C1)CN1CCN(CC1)C(CC#N)=O)OC)Cl